C(C1=CC=CC=C1)(C1=CC=CC=C1)N1CC(CC1)C(=O)NC=1C=NC=C(C1)C 1-benzhydryl-N-(5-methylpyridin-3-yl)pyrrolidine-3-carboxamide